FC1=C(C(=CC=C1C#CC1=NOC(=C1)C)O)N1CC(NS1(=O)=O)=O 5-(2-fluoro-6-hydroxy-3-((5-methylisoxazol-3-yl)ethynyl)phenyl)-1,2,5-thiadiazolidin-3-one 1,1-dioxide